2-((4-hydroxytetrahydro-2H-pyran-4-yl)methyl)-6-(3-methyl-1H-pyrrolo[2,3-b]pyridin-5-yl)-1,2,3,4-tetrahydroisoquinoline OC1(CCOCC1)CN1CC2=CC=C(C=C2CC1)C=1C=C2C(=NC1)NC=C2C